N1C=NC=C1.C(CCC)N1CN(C=C1)C 1-butyl-3-methylimidazole imidazole salt